ClC1=NC2=CC=CC=C2N=C1N1CC2NC(C1)C2 2-chloro-3-(3,6-diazabicyclo[3.1.1]hept-3-yl)quinoxaline